FC=1C=2C(C=NC1C1=CC(=CC3=CC=CC(=C13)C#C[Si](C(C)C)(C(C)C)C(C)C)OCOC)=C(SN2)N2[C@@H]1CCN([C@@H]1C2)C(=O)OC(C)(C)C tert-butyl (1R,5R)-6-(7-fluoro-6-(3-(methoxymethoxy)-8-((triisopropylsilyl)ethynyl)naphthalen-1-yl)isothiazolo[4,3-c]pyridin-3-yl)-2,6-diazabicyclo[3.2.0]heptane-2-carboxylate